CN1N=CC(=C1)NC1=NC=CC(=N1)C1=CC2CCC(C1)N2C(=O)C21CC(C2)(C1)C(F)(F)F (3-(2-((1-methyl-1H-pyrazol-4-yl)amino)pyrimidin-4-yl)-8-azabicyclo[3.2.1]oct-2-en-8-yl)(3-(trifluoromethyl)bicyclo[1.1.1]pentan-1-yl)methanone